C(C)(C)(C)OC(=O)N1[C@@H](CNC[C@@H]1C)C.BrC1=NC(=CC=C1)C1=NN=C(N1C1=C(C=CC=C1)F)C 2-Bromo-6-(4-(2-fluorophenyl)-5-methyl-4H-1,2,4-triazol-3-yl)pyridine (2R,6S)-tert-butyl-2,6-dimethylpiperazine-1-carboxylate